5-[7-[[5-[(3S)-3-hydroxypyrrolidine-1-carbonyl]-2-pyridyl]amino]-3-methyl-imidazo[4,5-b]pyridin-5-yl]oxy-4-methyl-pyridine-2-carbonitrile O[C@@H]1CN(CC1)C(=O)C=1C=CC(=NC1)NC1=C2C(=NC(=C1)OC=1C(=CC(=NC1)C#N)C)N(C=N2)C